C(C1=CC=CC=C1)OC1=CC=C2C(=C(N=C(C2=C1)OC1CC(C1)C(=O)O)C1CCOCC1)Br 3-[(7-benzyloxy-4-bromo-3-tetrahydropyran-4-yl-1-isoquinolinyl)oxy]cyclobutanecarboxylic acid